FC1=C(C(=O)NC2=CC=C(C=C2)N2CCN(CC2)C=2SC=CN2)C=CC(=C1)OC 2-Fluoro-4-methoxy-N-[4-[4-(1,3-thiazol-2-yl)piperazin-1-yl]phenyl]benzamid